C1(CC1)C([C@@H](C(=O)NC1=C(C=C(C=C1)[C@@H](C(=O)N1C(CN(CC1)C(=O)OC(C)(C)C)C(F)(F)F)C)F)NC(=O)C=1N(N=CC1)C(C)C)C1CC1 tert-butyl 4-[(2S)-2-[4-[[(2S)-3,3-dicyclopropyl-2-[(2-isopropylpyrazole-3-carbonyl)amino]propanoyl]amino]-3-fluoro-phenyl]propanoyl]-3-(trifluoromethyl)piperazine-1-carboxylate